8-[[4-(trifluoromethyl)phenyl]methyl]imidazo[1,5-a]pyridine-1-carboxylic acid FC(C1=CC=C(C=C1)CC=1C=2N(C=CC1)C=NC2C(=O)O)(F)F